5H,6H-thieno[3,2-d][1,2,3]thiadiazole-5-carboxylic acid N1=NSC2=C1CC(S2)C(=O)O